NC(=O)C=1C=CC(=C(C1)C1=CC(=C(C=C1)OC)C(=O)N[C@H]1[C@H]([C@@H]2C(C[C@H]1C2)=C(F)F)C(=O)O)F (1R,2S,3R,4R)-3-(5'-aminocarbonyl-2'-fluoro-4-methoxy-[1,1'-biphenyl]-3-carboxamido)-6-(difluoromethylene)bicyclo[2.2.1]heptane-2-carboxylic acid